CO[C@H]1COCC[C@@H]1N1C=2C(=CC=C1)C(=CN2)C2=NC=1N(C(=C2)NC)N=CC1C(=O)N 5-(7-((3R,4S)-3-methoxytetrahydro-2H-pyran-4-yl)-7H-pyrrolo[2,3-b]pyridin-3-yl)-7-(methylamino)pyrazolo[1,5-a]pyrimidine-3-carboxamide